3-(3,5-di-tertbutyl-4-hydroxyphenyl)propionate C(C)(C)(C)C=1C=C(C=C(C1O)C(C)(C)C)CCC(=O)[O-]